CN1N=CC=2CC(CCC12)=O 1-methyl-6,7-dihydro-4H-indazol-5-one